C(C1=CC=CC=C1)(=O)O[C@H]1[C@H](O[C@@H]([C@@H]([C@H]1OC(C1=CC=CC=C1)=O)OC(C1=CC=CC=C1)=O)SCC(C=C)CO[Si](C)(C)C(C)(C)C)COC(C1=CC=CC=C1)=O (2R,3S,4S,5R,6R)-2-((benzoyloxy)methyl)-6-((2-(((tert-butyldimethylsilyl)oxy)methyl)but-3-en-1-yl)thio)tetrahydro-2H-pyran-3,4,5-triyl tribenzoate